1-(4-cyanophenyl)-4-ethoxycarbonyl-5-aminotriazole C(#N)C1=CC=C(C=C1)N1N=NC(=C1N)C(=O)OCC